(3S,4R)-4-((6-chloro-5-fluoro-7-(5-(1,1,1-trifluoro-2-methylpropan-2-yl)pyridin-2-yl)pyrrolo[2,1-f][1,2,4]triazin-2-yl)amino)tetrahydro-2H-pyran-3-ol ClC=1C(=C2C=NC(=NN2C1C1=NC=C(C=C1)C(C(F)(F)F)(C)C)N[C@H]1[C@@H](COCC1)O)F